CN1C(C2=C(C(=C1)C1=C(OC=3C=C(C=CC3)CCCN3CCN(CC3)C(=O)OC(C)(C)C)C=CC=C1)C=CN2S(=O)(=O)C2=CC=C(C=C2)C)=O tert-butyl 4-[3-[3-[2-[6-methyl-7-oxo-1-(p-tolylsulfonyl)pyrrolo[2,3-c]pyridin-4-yl]phenoxy]phenyl]propyl]piperazine-1-carboxylate